3-((3,5-dichloro-4-((4,5-dimethyl-6-oxo-1,6-dihydropyridazin-3-yl)oxy)phenyl)amino)propionic acid ClC=1C=C(C=C(C1OC1=NNC(C(=C1C)C)=O)Cl)NCCC(=O)O